(4-amino-2-(pent-2-yloxy)imidazo[2,1-f][1,2,4]triazin-7-yl)(cyclohexyl)methanol NC1=NC(=NN2C1=NC=C2C(O)C2CCCCC2)OC(C)CCC